1-(((R)-7-((2S,4R)-4-amino-2-phenylpiperidine-1-carbonyl)-7-azaspiro[4.5]dec-10-yl)methyl)-4-(o-tolyl)pyridin-2(1H)-one N[C@H]1C[C@H](N(CC1)C(=O)N1CC2(CCCC2)[C@@H](CC1)CN1C(C=C(C=C1)C1=C(C=CC=C1)C)=O)C1=CC=CC=C1